C(C=C)(=O)N1CCN(CC1)C(C)(C)C1=CC=C(C=C1)[C@H](C)NC=1N=CC2=C(N1)N(C(C=C2)=O)C(C)C 2-{[(1S)-1-{4-[2-(4-acryloylpiperazin-1-yl)propan-2-yl]phenyl}ethyl]amino}-8-(propan-2-yl)pyrido[2,3-d]pyrimidin-7(8H)-one